1-ethylsulfonyl-3-hydroxyazetidine C(C)S(=O)(=O)N1CC(C1)O